ClC1=CC(=NC=C1C)NC([C@H](CCNC(OC(C)(C)C)=O)NC(=O)[C@H]1N(CC2=CC=CC=C2C1)C(CCC(C1=CC=CC=C1)=O)=O)=O tert-butyl ((S)-4-((4-chloro-5-methylpyridin-2-yl)amino)-4-oxo-3-((S)-2-(4-oxo-4-phenylbutanoyl)-1,2,3,4-tetrahydroisoquinoline-3-carboxamido)butyl)carbamate